isopropyl naphthalene-2-sulfonate C1=C(C=CC2=CC=CC=C12)S(=O)(=O)OC(C)C